C=1N=CN2C1C1=CC=CC=C1[C@H]2C2CCC=1C=NNC1C2O 6-((R)-5H-imidazo[5,1-a]isoindol-5-yl)-4,5,6,7-tetrahydro-1H-indazol-7-ol